(S)-7-(5-Chloro-6-fluoro-2-((methylamino)methyl)-2-phenyl-2,3-dihydrobenzofuran-4-yl)-8-fluoro-2,3-dihydroimidazo[1,2-a]pyridine-6-carboxamide ClC=1C(=CC2=C(C[C@](O2)(C2=CC=CC=C2)CNC)C1C1=C(C=2N(C=C1C(=O)N)CCN2)F)F